1-(p-tolylmethyl)-2-(3-pyridyl)-2,3-dihydropyridin-4-one C1(=CC=C(C=C1)CN1C(CC(C=C1)=O)C=1C=NC=CC1)C